ethyl 2-({6-[(1,3-benzothiazol-2-yl)amino]-5-methylpyridazin-3-yl}(methyl)amino)-5-(3-phenoxypropyl)-1,3-thiazole-4-carboxylate S1C(=NC2=C1C=CC=C2)NC2=C(C=C(N=N2)N(C=2SC(=C(N2)C(=O)OCC)CCCOC2=CC=CC=C2)C)C